2-fluoro-6-((4-fluoro-2-methylphenyl)amino)benzoic acid FC1=C(C(=O)O)C(=CC=C1)NC1=C(C=C(C=C1)F)C